2-((1H-benzo[d][1,2,3]triazol-5-yl)methyl)-3-((3-bromopyridin-2-yl)methyl)isoindolin-1-one N1N=NC2=C1C=CC(=C2)CN2C(C1=CC=CC=C1C2CC2=NC=CC=C2Br)=O